FC(C=1C=C(C=CC1)C1(CC1)N)(F)F 1-[3-(trifluoromethyl)phenyl]cyclopropan-1-amine